CC1(COC1)C(CCC=O)N1CCC1 1-[1-(3-methyloxetan-3-yl)-4-oxobutyl]azetidine